allyl ethylene sulfate S(=O)(=O)(O)O.C(C=C)C=C